3-[5-([2-[2-(2-aminoethoxy)ethoxy]ethyl]amino)-2-methyl-4-oxoquinazolin-3-yl]piperidine-2,6-dione 2,3-difluoro-6-methoxybenzyl-p-toluenesulfonate FC1=C(COS(=O)(=O)C2=CC=C(C)C=C2)C(=CC=C1F)OC.NCCOCCOCCNC1=C2C(N(C(=NC2=CC=C1)C)C1C(NC(CC1)=O)=O)=O